N-(1-(1-methylpiperidin-4-yl)-1H-pyrazol-4-yl)-3-(1-oxoisoindolin-5-yl)-1H-pyrrolo[2,3-b]pyridine-5-carboxamide CN1CCC(CC1)N1N=CC(=C1)NC(=O)C=1C=C2C(=NC1)NC=C2C=2C=C1CNC(C1=CC2)=O